2-chloro-5,5-dimethyl-1,3,2λ5-dioxaphosphinane 2-oxide ClP1(OCC(CO1)(C)C)=O